OP(O)(=O)OP(=O)(O)O.C1(=CC=CC=C1)C1=C(C(=C(C(=C1O)C1=CC=CC=C1)C1=CC=CC=C1)C1=CC=C(C=C1)O)C1=CC=CC=C1 tetraphenyl-4,4'-biphenol diphosphate